C12=CC=C([N-]1)C=C1C=CC(=N1)C=C1C=CC([N-]1)=CC=1C=CC(N1)=C2.[Fe+2] iron(2+) porphyrin-21,23-diide